N-methylnaphthalen-1-amine CNC1=CC=CC2=CC=CC=C12